(Phenyl)silane C1(=CC=CC=C1)[SiH3]